2-(2-fluoro-4-(2-oxo-2-((4-(2-oxo-1,2-dihydropyridin-4-yl)thiazol-2-yl)amino)ethyl)phenoxy)pyridine-3-carboxamide FC1=C(OC2=NC=CC=C2C(=O)N)C=CC(=C1)CC(NC=1SC=C(N1)C1=CC(NC=C1)=O)=O